Cl.N[C@@H](CC(=O)O)CN1N=C(N=N1)C1=C(C=C(C=C1)OC1=NC=C(C=C1F)Cl)C (S)-3-amino-4-(5-(4-((5-chloro-3-fluoropyridin-2-yl)oxy)-2-methylphenyl)-2H-tetrazol-2-yl)butanoic acid hydrochloride